(2S,4R)-4-methylpyrrolidine C[C@@H]1CCNC1